5-(3-chloro-4-fluoro-phenyl)-3-[2-(3-fluoro-3-methyl-azetidin-1-yl)-2-oxo-ethyl]-7-(1-hydroxy-1-methyl-ethyl)pyrrolo[2,1-f][1,2,4]triazin-4-one ClC=1C=C(C=CC1F)C=1C=C(N2N=CN(C(C21)=O)CC(=O)N2CC(C2)(C)F)C(C)(C)O